C(C1=CC=CC=C1)OC(C(C)N1C(CN(CC1)C(=O)OC(C)(C)C)=O)=O tert-butyl 4-(1-(benzyloxy)-1-oxopropan-2-yl)-3-oxopiperazine-1-carboxylate